N1N=C(C=C1)C=1C=CC=C2C(=CNC12)C[C@@H](C(=O)O)N (S)-3-(7-(1H-pyrazol-3-yl)-1H-indol-3-yl)-2-aminopropanoic acid